2-(4-((2-aminothiazol-5-yl)methyl)piperazin-1-yl)-N-(o-tolyl)acetamide NC=1SC(=CN1)CN1CCN(CC1)CC(=O)NC1=C(C=CC=C1)C